cyclopropane-carbaldehyde C1(CC1)C=O